C1=CC=C(C=2OC3=CC=CC=C3SC12)S(=O)(=O)C1=CC=C(C=C1)CNC(=O)C1=CC=2C(=CN=CC2)S1 N-{[4-(phenoxathiine-4-sulfonyl)phenyl]methyl}thieno[2,3-c]pyridine-2-carboxamide